NC1=NNC2=C(C=C(C=C12)C1=CC(=NC=C1)NC(OC(C)(C)C)=O)C#CC1CC1 tert-butyl (4-(3-amino-7-(cyclopropylethynyl)-1H-indazol-5-yl)pyridin-2-yl)carbamate